N1N=CC2=CC(=CC=C12)NC1=NC(=NC(=C1)CC1=CC=CC=C1)C1=CC=C2C=C(NC2=C1)C(=O)NC(C)C 6-(4-((1H-indazol-5-yl)amino)-6-benzylpyrimidin-2-yl)-N-isopropyl-1H-indole-2-carboxamide